4-(((3',5'-Difluoro-[1,1'-biphenyl]-4-yl)sulfonyl)methyl)piperidine hydrochloride Cl.FC=1C=C(C=C(C1)F)C1=CC=C(C=C1)S(=O)(=O)CC1CCNCC1